CS(=O)(=O)C1=CC=C(CSC2=C(N=NN2)C(=O)O)C=C1 5-((4-(methylsulfonyl)benzyl)thio)-1H-1,2,3-triazole-4-carboxylic acid